C(C1=CC=CC=C1)OC=1C=C(C#N)C=C(C1C=O)O 3-(Benzyloxy)-4-formyl-5-hydroxybenzonitrile